C1(CCCC1)CNC(=O)C1=CC2=C(CN(C2)C2=NOC(C2)(C(F)(F)F)C2=CC(=CC(=C2)Cl)Cl)S1 N-(cyclopentylmethyl)-5-(5-(3,5-dichlorophenyl)-5-(trifluoromethyl)-4,5-dihydroisoxazol-3-yl)-5,6-dihydro-4H-thieno[2,3-c]pyrrole-2-carboxamide